3-(2-(trifluoromethyl)styryl)piperidine-1-carboxylic acid benzyl ester C(C1=CC=CC=C1)OC(=O)N1CC(CCC1)C=CC1=C(C=CC=C1)C(F)(F)F